4-(2-azidopropan-2-yl)-6-chloro-1-(methylsulfanyl)-2,7-naphthyridine N(=[N+]=[N-])C(C)(C)C1=CN=C(C2=CN=C(C=C12)Cl)SC